C1(=CC=CC2=CC=CC=C12)Br Naphthyl bromide